OC1=CC=CC2=CC3=CC=CC(=C3C=C12)O 4,5-dihydroxyanthracene